CC1=C(C(=NC=C1)NC=1C=NC(=CC1)OC1=CC=CC2=C1C1(CC1)CO2)[N+](=O)[O-] 4-methyl-3-nitro-N-(6-spiro[2H-benzofuran-3,1'-cyclopropane]-4-yloxy-3-pyridyl)pyridin-2-amine